4-((benzylthio)methyl)thiazole C(C1=CC=CC=C1)SCC=1N=CSC1